C(CCC)C1OC(C2=CC=C(C=C12)Br)=O butyl-5-bromo-1(3H)-isobenzofuranone